CB(O)N1C(CCCC1)CCI 1-((1-methyl)(1-oxidaneyl)boraneyl)-2-(2-iodoethyl)piperidine